dithiaguanine Mesylate S(C)(=O)(=O)O.N1S(N)NS2N=CN=C2C1=O